2-[1-[2-[[1-(2,2-difluoroethyl)pyrazol-4-yl]amino]-[1,2,4]triazolo[1,5-a]pyridin-8-yl]-3-[4-(difluoromethoxy)pyrazol-1-yl]azetidin-3-yl]acetonitrile FC(CN1N=CC(=C1)NC1=NN2C(C(=CC=C2)N2CC(C2)(N2N=CC(=C2)OC(F)F)CC#N)=N1)F